C(C)C=1C(=C(C(=O)OOC(C2=C(C(=CC=C2)CC)CC)=O)C=CC1)CC diethylbenzoyl peroxide